C1(CC1)[C@H](C)NCC=1C=C2C(=NC1C(=O)N)C(CC2)(F)F ((((S)-1-cyclopropylethyl)amino)methyl)-7,7-difluoro-6,7-dihydro-5H-cyclopenta[b]pyridine-2-carboxamide